C(C)(C)(C)OC(=O)NC1(CC2=CC(=CC=C2CC1)OC1=CC=CC2=CC=CC(=C12)C1=CC=CC=C1)C(=O)OC methyl 2-((tert-butoxycarbonyl) amino)-7-((8-phenylnaphthalen-1-yl) oxy)-1,2,3,4-tetrahydronaphthalen-2-carboxylate